FC1(C(C1)C(=O)O)F 2,2-difluoro-1-cyclopropanecarboxylic acid